C(CCCCCCCCC\C=C/CC=CCC=CCC)(=O)OC Methyl cis-11,14,17-eicosatrienoate